(R)-1-mercapto-3-(trideuteriomethoxy)propan-2-ol SC[C@@H](COC([2H])([2H])[2H])O